ethyl (R,E)-4-((1R,3S,4R)-2-((3-chlorophenyl)-D-leucyl)-5,5-difluoro-2-azabicyclo[2.2.2]octane-3-carboxamido)-2-fluoro-5-((R)-2-oxopyrrolidin-3-yl)pent-2-enoate ClC=1C=C(C=CC1)N[C@H](CC(C)C)C(=O)N1[C@H]2CC([C@@H]([C@H]1C(=O)N[C@@H](/C=C(\C(=O)OCC)/F)C[C@@H]1C(NCC1)=O)CC2)(F)F